benzyl 4-(1-benzyl-6-fluoro-4-((4-fluorophenyl)amino)-2-(1-methoxy-2-methylpropan-2-yl)-1H-indol-3-yl)benzoate C(C1=CC=CC=C1)N1C(=C(C2=C(C=C(C=C12)F)NC1=CC=C(C=C1)F)C1=CC=C(C(=O)OCC2=CC=CC=C2)C=C1)C(COC)(C)C